C(=O)(C(=C)C)OCCC(C(=O)[O-])CC(=O)[O-] 2-(methacryl-oxy)ethyl-succinate